BrC=1C(=C(C=CC1)C1=CC(=C(C(=N1)OC)CNC[C@@H]1CCC(N1)=O)Cl)Cl (S)-5-((((6-(3-bromo-2-chlorophenyl)-4-chloro-2-methoxypyridin-3-yl)methyl)amino)methyl)pyrrolidin-2-one